4-((1S,2R)-2-(cyclobutylamino)cyclopropyl)-N-(1-methyl-1H-pyrazol-4-yl)thiophene-2-carboxamide C1(CCC1)N[C@H]1[C@@H](C1)C=1C=C(SC1)C(=O)NC=1C=NN(C1)C